(2S,4S)-4-amino-1-(2-(4-amino-6-(trifluoromethyl)-9H-pyrimido[4,5-b]indol-9-yl)acetyl)-N-(6-bromopyridin-2-yl)pyrrolidine-2-carboxamide N[C@H]1C[C@H](N(C1)C(CN1C2=C(C3=CC(=CC=C13)C(F)(F)F)C(=NC=N2)N)=O)C(=O)NC2=NC(=CC=C2)Br